FC1CCN(CC1)C(=O)C=1C=C2C(=NC1)N(C=C2)C=2C=C(C(=O)N)C=CC2 3-(5-(4-fluoropiperidine-1-carbonyl)-1H-pyrrolo[2,3-b]pyridin-1-yl)benzamide